C(CCCCCC([O-])=N)([O-])=N pimelimidate